C(C)C1=CC=C(C=C1)NC(C(C(=O)O)(C)C)=O 3-(4-ethylphenylamino)-2,2-dimethyl-3-oxopropanoic acid